CN1CC2(CCN(C2)C(=O)OC(C)(C)C)CC1 tert-Butyl 7-methyl-2,7-diazaspiro[4.4]nonane-2-carboxylate